P(=O)(OCN1N=CC(=C1)C=1OC(=CC1)C(NC=1C(=NN(C1)CCOC)C1=NC=CC=C1)=O)([O-])[O-].[Na+].[Na+] sodium (4-(5-((1-(2-methoxyethyl)-3-(pyridin-2-yl)-1H-pyrazol-4-yl)carbamoyl)furan-2-yl)-1H-pyrazol-1-yl)methyl phosphate